2,2,6,6-tetramethyl-4-piperidinyl sebacate C(CCCCCCCCC(=O)[O-])(=O)OC1CC(NC(C1)(C)C)(C)C